BrC=1C(=NC=CC1)C=1N(N=C(N1)CC(F)(F)F)C 3-bromo-2-[2-methyl-5-(2,2,2-trifluoroethyl)-1,2,4-triazol-3-yl]pyridine